COC1=CC=C(C=C1)C(CN)N(C)C 1-(4-methoxyphenyl)-N1,N1-Dimethyl-ethane-1,2-diamine